(S)-tert-butyl 1-(1-(N-ethylsulfamoyl)-1,2,3,4-tetrahydroquinolin-5-ylamino)-1-oxo-3-phenylpropan-2-ylcarbamate C(C)NS(=O)(=O)N1CCCC2=C(C=CC=C12)NC([C@H](CC1=CC=CC=C1)NC(OC(C)(C)C)=O)=O